NC=1SC2=C(N1)C(=CC=C2F)C2=C(C=C1C(=NC(=NC1=C2F)OCC2C(COC2)O)N2CC1CCC(C2)N1)C(F)(F)F 4-(((7-(2-amino-7-fluorobenzo[d]thiazol-4-yl)-4-(3,8-diazabicyclo[3.2.1]octan-3-yl)-8-fluoro-6-(trifluoromethyl)quinazolin-2-yl)oxy)methyl)tetrahydrofuran-3-ol